N-(2-Hydroxy-4-(4-methoxyphenyl)-2-(trifluoromethyl)-2H-chromen-3-yl)acetamide OC1(OC2=CC=CC=C2C(=C1NC(C)=O)C1=CC=C(C=C1)OC)C(F)(F)F